C(C1=CC=CC=C1)C(C(=O)O)(C(=O)O)OC[C@H]1O[C@H]([C@@H]([C@@]1(O)C#C)O)N1C2=NC(=NC(=C2N=C1)N[C@H](CO)C)Cl 2-benzyl-2-(((2R,3S,4R,5R)-5-(2-chloro-6-(((S)-1-hydroxy-propan-2-yl)amino)-9H-purin-9-yl)-3-ethynyl-3,4-dihydroxytetrahydrofuran-2-yl)methoxy)malonic acid